NC1=NC(=CC2=C1N=C(N2C)CCCO)C=2SC(=CC2)C2=C(C=CC=C2)F 3-(4-amino-6-(5-(2-fluorophenyl)thiophen-2-yl)-1-methyl-1H-imidazo[4,5-c]pyridin-2-yl)propan-1-ol